thiazolo(5,4-d)thiazole S1C=NC2=C1N=CS2